8-bromo-7-fluoro-1,2,3,4-tetrahydroisoquinoline BrC=1C(=CC=C2CCNCC12)F